racemic-cysteine methyl ester COC([C@@H](N)CS)=O |r|